(S)-3-(4-fluoro-2',5,6'-trimethyl-[1,1'-biphenyl]-3-yl)-3-((S)-2-(3-(2-(3-methylazetidin-1-yl)ethyl)-5-methyl-6-oxopyridazin-1(6H)-yl)-4-methylpentanamido)propanoic acid ethyl ester C(C)OC(C[C@H](NC([C@H](CC(C)C)N1N=C(C=C(C1=O)C)CCN1CC(C1)C)=O)C=1C=C(C=C(C1F)C)C1=C(C=CC=C1C)C)=O